(R)-4-(4-(bicyclo[4.2.0]octa-1,3,5-trien-3-yl)-6,7-dimethylpteridin-2-yl)-2-(1-cyclopropyl-1H-pyrazol-4-yl)morpholine C12=CC(=CC=C2CC1)C1=NC(=NC2=NC(=C(N=C12)C)C)N1C[C@H](OCC1)C=1C=NN(C1)C1CC1